chloro-4''-((2,4,6-trifluorobenzyl)oxy)-3-(2-hydroxypropan-2-yl)-5',6''-dimethyl-2H,2''H-[1,2':4',1''-terpyridine] ClC1N(C=CC=C1C(C)(C)O)C1=NC=C(C(=C1)N1CC=C(C=C1C)OCC1=C(C=C(C=C1F)F)F)C